4-((4-(2-azaspiro[3.3]heptane-2-carbonyl)phenyl)amino)-1-(2-chloro-6-fluorophenyl)-1H-pyrazole-3-carboxamide C1N(CC12CCC2)C(=O)C2=CC=C(C=C2)NC=2C(=NN(C2)C2=C(C=CC=C2F)Cl)C(=O)N